O-methyl-5-hydroxymethyl-cytidine CO[C@H]1[C@@H](O[C@@H]([C@H]1O)CO)N1C(=O)N=C(N)C(=C1)CO